OCC[N+](C)(C)C.C(CCCCCCC\C=C/C\C=C/CCCCC)(=O)OC[C@@H](OC(CCCCCCC\C=C/C\C=C/CCCCC)=O)COP(=O)(O)OCC[N+](C)(C)C 1,2-Dilinoleoyl-sn-glycero-3-phosphocholine choline